COS(=O)(=O)[O-].C(CCCCCCCCCCCCCCC)(=O)OC(C[NH2+]CCO)OC(CCCCCCCCCCCCCCC)=O dipalmitoyl-oxyethyl-hydroxyethyl-ammonium methyl-sulfate